2-[(R)-1H-benzimidazol-2-yl-(5-fluoro-2-hydroxy-phenyl)methyl]-8-fluoro-6-[4-(1-methyl-4-piperidinyl)phenyl]Isoquinolin-1-one N1C(=NC2=C1C=CC=C2)[C@H](N2C(C1=C(C=C(C=C1C=C2)C2=CC=C(C=C2)C2CCN(CC2)C)F)=O)C2=C(C=CC(=C2)F)O